FC(C=1OC(=NN1)C1=CC=C(C=C1)CC=1OC(=NN1)C1=CC=CC=C1)F 2-(difluoromethyl)-5-(4-((5-phenyl-1,3,4-oxadiazol-2-yl)methyl)phenyl)-1,3,4-oxadiazol